Cl.Cl.ClC=1C=C(C=CC1)C1=CC2=C(NC(=N2)CCN)C=C1 2-(5-(3-chlorophenyl)-1H-benzo[d]imidazol-2-yl)ethan-1-amine dihydrochloride